C1(CC1)N1N=CC(=C1)C1=NC(=NC=C1C)NC=1C=C2C=CN(C2=CC1)S(=O)(=O)C1=CC=C(C=C1)C(F)(F)F N-(4-(1-cyclopropyl-1H-pyrazol-4-yl)-5-methylpyrimidin-2-yl)-1-((4-(trifluoromethyl)phenyl)sulfonyl)indol-5-amine